N1=NNC2=NC(=CC=C21)C=2C=C(C=CC2)NC(C2=CC=C(C=C2)COCC2=CC=CC=C2)=O N-(3-(3H-[1,2,3]triazolo[4,5-b]pyridin-5-yl)phenyl)-4-((benzyloxy)methyl)benzamide